(3R,4S)-3-cyclopropyl-4-methyl-1-[6-(6-methylsulfonylpyridin-3-yl)pyrrolo[1,2-b]pyridazin-4-yl]-2-oxopyrrolidine-3-carbonitrile C1(CC1)[C@]1(C(N(C[C@H]1C)C=1C=2N(N=CC1)C=C(C2)C=2C=NC(=CC2)S(=O)(=O)C)=O)C#N